(S)-(4-((N-(5,6-diamino-6-oxohexyl)-1-hydroxy-1,3-dihydrobenzo[c][1,2]oxaborole-6-carboxamido)methyl)-2-fluorophenyl)boronic acid N[C@@H](CCCCN(C(=O)C=1C=CC2=C(B(OC2)O)C1)CC1=CC(=C(C=C1)B(O)O)F)C(=O)N